Cl.Cl.COC(C1=C(N=CC=C1)CCN)=O 2-(2-aminoethyl)nicotinic acid methyl ester dihydrochloride